(2R,3R)-1-((R)-tert-butylsulfinyl)-3-methylazepine-2-carboxylic acid C(C)(C)(C)[S@@](=O)N1C(=C(C=CC=C1)C)C(=O)O